C(C)(C)(C)C=1C=C(C=C(C1O)C(C)(C)C)CCC(=O)OCC(CO)(CO)CO pentaerythritol (3-(3,5-di-t-butyl-4-hydroxyphenyl) propionate)